C(#N)C1=C(OC=2C=C3C(N(C=NC3=CC2)C)=O)C(=CC=C1NS(N(C)C)(=O)=O)F 6-[2-cyano-3-(dimethylsulfamylamino)-6-fluoro-phenoxy]-3-methyl-4-oxo-quinazoline